2-methyl-N-[(1s,4s)-4-{[4-cyano-3-(trifluoromethyl)phenyl]amino}cyclohexyl]-1H-pyrrolo[2,3-b]pyridine-4-carboxamide CC1=CC2=C(N=CC=C2C(=O)NC2CCC(CC2)NC2=CC(=C(C=C2)C#N)C(F)(F)F)N1